iron-arsenic oxide [As]=O.[Fe]